9'-(2-chloro-4-phenoxybenzoyl)-3'-oxo-1',3',4',7'-tetrahydrospiro[piperidine-3,2'-Pyrrolo[3',2':5,6]pyrido[3,4-b]pyrazine]-1-carboxylate ClC1=C(C(=O)C2=CNC3=C2C2=C(NC(C4(N2)CN(CCC4)C(=O)[O-])=O)C=N3)C=CC(=C1)OC1=CC=CC=C1